4-chlorobenzyl (4-(2-(4-hydroxy-4-methylpiperidin-1-yl)-2-oxoethyl)phenyl)carbamate OC1(CCN(CC1)C(CC1=CC=C(C=C1)NC(OCC1=CC=C(C=C1)Cl)=O)=O)C